(3S,7S)-26-amino-5,13,20-trioxo-4,6,12,21-tetraazahexacosane-1,3,7,22-tetracarboxylic acid 2,2,2-trifluoroacetic acid salt FC(C(=O)O)(F)F.NCCCCC(NC(CCCCCCC(NCCCC[C@H](NC(N[C@@H](CCC(=O)O)C(=O)O)=O)C(=O)O)=O)=O)C(=O)O